2,4,7-trimethyl-4-(4-(methylsulfanyl)phenyl)oct-6-enal CC(C=O)CC(CC=C(C)C)(C1=CC=C(C=C1)SC)C